C1(=CC=CC=C1)[C@@H]1OC=CC=C1 (R)-2-phenyl-2H-pyran